methyl (2S)-2-[[3-ethyl-4-(4-fluorophenyl)-7-methoxy-1-isoquinolyl]oxy]-propanoate C(C)C=1N=C(C2=CC(=CC=C2C1C1=CC=C(C=C1)F)OC)O[C@H](C(=O)OC)C